(S)-N-(1-((5-trifluoromethylpyridin-2-yl)oxy)propan-2-yl)-5-chloro-6-methylpyrimidin-4-amine FC(C=1C=CC(=NC1)OC[C@H](C)NC1=NC=NC(=C1Cl)C)(F)F